((2-methyl-4-(trifluoromethoxy)phenyl)sulfonyl)-3-morpholino-1-oxa-8-azaspiro[4.5]decane CC1=C(C=CC(=C1)OC(F)(F)F)S(=O)(=O)C1OC2(CC1N1CCOCC1)CCNCC2